Cl.Cl.ClC1=CC=C(C=C1)C1=C(C=CC=C1)CN1CCNCC1 1-((4'-chloro-[1,1'-biphenyl]-2-yl)methyl)piperazine dihydrochloride